CC1=CC=CC(=N1)C1=C(N=CN1)C=1C=C2C=C(C=NC2=CC1)C1=CCC(CC1)C(=O)OC1CCNCC1 4-piperidyl 4-[6-[5-(6-methyl-2-pyridyl)-1H-imidazol-4-yl]-3-quinolyl]cyclohex-3-ene-1-carboxylate